C(C1=CC=CC=C1)N1[C@H](CC(C[C@H]1C=1N=NN(C1)C)C(=O)NC1=C(C=CC(=C1)C)Br)C (2S,6S)-1-benzyl-N-(2-bromo-5-methyl-phenyl)-2-methyl-6-(1-methyltriazol-4-yl)piperidine-4-carboxamide